7-ethoxy-4-(1-methyl-3-phenyl-1H-pyrazol-4-yl)-6-(2-methylpiperazin-1-yl)quinazoline C(C)OC1=C(C=C2C(=NC=NC2=C1)C=1C(=NN(C1)C)C1=CC=CC=C1)N1C(CNCC1)C